3-bromo-5-(1-bromoethyl)pyridine BrC=1C=NC=C(C1)C(C)Br